CC=1C(=C2C=NNC2=CC1)NC(=O)C1=CN=C(S1)NC1=NN(C=C1)CC(=O)O 2-[3-[[5-[(5-Methyl-1H-indazol-4-yl)carbamoyl]thiazol-2-yl]amino]pyrazol-1-yl]acetic acid